N1(N=CN=C1)CCOC1=C(C=CC(=C1)F)C=1C=C2C(=NNC2=CC1)CN(C)C 1-(5-(2-(2-(1H-1,2,4-triazol-1-yl)ethoxy)-4-fluorophenyl)-1H-indazol-3-yl)-N,N-dimethylmethanamine